N-[1-(fluoromethyl)cyclopropyl]-1-{6-[2-(methoxymethoxy)-4-[1-(oxan-2-yl)pyrazol-4-yl]phenyl]pyridazin-3-yl}pyrrolidin-3-amine FCC1(CC1)NC1CN(CC1)C=1N=NC(=CC1)C1=C(C=C(C=C1)C=1C=NN(C1)C1OCCCC1)OCOC